linoleoyl-2-linoleyloxy-3-dimethylaminopropane C(CCCCCCC\C=C/C\C=C/CCCCC)(=O)CC(CN(C)C)OCCCCCCCC\C=C/C\C=C/CCCCC